1-[6-[5-Cyclopropyl-3-(trifluoromethyl)pyrazol-1-yl]pyridin-3-yl]methylamine C1(CC1)C1=CC(=NN1C1=CC=C(C=N1)CN)C(F)(F)F